1-(t-butyloxycarbonyl)azetidine-3-carboxylic acid C(C)(C)(C)OC(=O)N1CC(C1)C(=O)O